5-(1-ethylcyclopentyloxycarbonyl)-bicyclo[2.2.1]Hept-2-ene C(C)C1(CCCC1)OC(=O)C1C2C=CC(C1)C2